(2R,3S)-2-(3-(6-bromo-7-methyl-3H-imidazo[4,5-b]pyridin-3-yl)propyl)piperidin-3-ol BrC=1C(=C2C(=NC1)N(C=N2)CCC[C@H]2NCCC[C@@H]2O)C